3-((4-(2-chloro-4-fluorophenyl)-1-oxo-1,2-dihydroisoquinolin-7-yl)(methyl)amino)propanoic acid ClC1=C(C=CC(=C1)F)C1=CNC(C2=CC(=CC=C12)N(CCC(=O)O)C)=O